hentriacontene CCCCCCCCCCCCCCCCCCCCCCCCCCCCCC=C